N1CC(C1)C1=CC=C(N=N1)C1=C(C=C(C=C1)C1=C(C(N(C=C1)C)=O)C)O {4-[6-(azetidin-3-yl)pyridazin-3-yl]-3-hydroxyphenyl}-1,3-dimethyl-1,2-dihydropyridin-2-one